N1(CCCCC1)C=1SCC(N1)=O 2-(1-piperidinyl)thiazol-4(5H)-one